(S)-8-(cyclopropylmethyl)-N-(1-(5-(7-fluoro-1-methyl-2-oxo-1,2-dihydroquinolin-6-yl)oxazol-2-yl)-7-oxononyl)-1-oxa-2,8-diazaspiro[4.5]dec-2-ene-3-carboxamide C1(CC1)CN1CCC2(CC(=NO2)C(=O)N[C@@H](CCCCCC(CC)=O)C=2OC(=CN2)C=2C=C3C=CC(N(C3=CC2F)C)=O)CC1